O1C(C=CC=C1C(=O)O)=O 2H-PYRAN-2-ONE-6-CARBOXYLIC ACID